C(C)(C)(C)OC(NC1(CN(C1)C1=NC=C(C=C1F)C1=NN(C2=CC=C(C=C12)O[C@H](C)C1=C(C=NC=C1Cl)Cl)C1OCCCC1)CCS(=O)(=O)C)=O [1-[5-[5-[(1R)-1-(3,5-dichloro-4-pyridinyl)ethoxy]-1-tetrahydropyran-2-yl-indazol-3-yl]-3-fluoro-2-pyridinyl]-3-(2-methylsulfonylethyl)azetidin-3-yl]carbamic acid tert-butyl ester